ClC1=C(NC=2C=NC=3CCN(CC3C2)C2=C(C(=CN=N2)C)C)C=CC=C1 6-[3-(2-chloroanilino)-7,8-dihydro-5H-1,6-naphthyridin-6-yl]-4,5-dimethyl-pyridazine